C(C=C)(=O)N1CC2(C1)CN(CC2)C2=NC(=NC(=C2C#N)N2C(CCC2)CO)OC[C@H]2N(CCC2)C 4-(2-acryloyl-2,6-diazaspiro[3.4]octan-6-yl)-6-(2-(hydroxymethyl)pyrrolidin-1-yl)-2-(((S)-1-methylpyrrolidin-2-yl)methoxy)pyrimidine-5-carbonitrile